C1(CC1)NC(=O)C=1C=CC(=C(C1)C1=CC=CC=C1)C 5'-(cyclopropylcarbamoyl)-2'-methyl-[1,1'-biphenyl]